1-(2-(3,8-diazabicyclo[3.2.1]octan-8-yl)-6,7-dihydrothiazolo[5,4-c]pyridin-5(4H)-yl)-2-cyclopentyl-2-methoxyethan-1-one C12CNCC(CC1)N2C=2SC=1CN(CCC1N2)C(C(OC)C2CCCC2)=O